C(C1=CC=CC=C1)OC1=NC(=CC=C1C1=NN(C2=CC(=CC=C12)NC(OC(C)(C)C)=O)C)OCC1=CC=CC=C1 tert-butyl (3-(2,6-bis(benzyloxy)pyridin-3-yl)-1-methyl-1H-indazol-6-yl)carbamate